C12C(C3CC(CC(C1)C3)C2)NCCNC(=O)C2=NN(C(=C2C(C)C)C2=CC=C(C=C2)Cl)C2=C(C=C(C=C2)Cl)Cl N-(2-(((1r,3r,5r,7r)-adamantan-2-yl)amino)ethyl)-5-(4-chlorophenyl)-1-(2,4-dichlorophenyl)-4-isopropyl-1H-pyrazole-3-carboxamide